C(CCCCCCCCCCC)OC(CCCCCCC\C=C/C\C=C/CCCCC)=O linoleic acid lauryl ester